(R)-1-(3-(4-Methoxyphenyl)-1,2,4-oxadiazol-5-yl)-N-((1-methylpyrrolidin-2-yl)methyl)piperidine-4-carboxamide COC1=CC=C(C=C1)C1=NOC(=N1)N1CCC(CC1)C(=O)NC[C@@H]1N(CCC1)C